2,5-dimethyl-2,5-bis-(tert-butylperoxy)-hexyne CC(C)(C#CC(C)(OOC(C)(C)C)C)OOC(C)(C)C